C(C)C1=NC=C(C=N1)B(O)O 2-ETHYLPYRIMIDIN-5-YLBORONIC ACID